(3-(1-(3-cyclohexylbenzoyl) piperidin-3-yl) phenoxy)-2-methylpropionate C1(CCCCC1)C=1C=C(C(=O)N2CC(CCC2)C=2C=C(OC(C(=O)[O-])(C)C)C=CC2)C=CC1